C(C)(C)(C)OC(=O)N[C@H](C(=O)NC1=C(C=C(C(=O)O)C=C1F)F)CCCNC(=O)N (S)-4-(2-(tert-Butoxycarbonylamino)-5-ureidovaleramido)-3,5-difluorobenzoic acid